1-Cyclohexyl-3-(4-methyl-3-(7-methyl-2-((6-methylpyridin-3-yl)amino)-8-oxo-7,8-dihydropyrido[3,4-d]pyrimidin-6-yl)phenyl)urea C1(CCCCC1)NC(=O)NC1=CC(=C(C=C1)C)C1=CC2=C(N=C(N=C2)NC=2C=NC(=CC2)C)C(N1C)=O